ClC1=NC=C(C(=O)NOCC)C(=C1)NC1=C(C(=CC(=C1)F)C1=NC=CC=N1)OC 6-Chloro-N-ethoxy-4-((5-fluoro-2-methoxy-3-(pyrimidin-2-yl)phenyl)amino)nicotinamide